2,2,2-trifluoro-N-(2-(methyl(2-oxo-2-((6-(trifluoromethoxy)benzo[d]thiazol-2-yl)amino)ethyl)amino)-2-oxoethyl)acetamide FC(C(=O)NCC(=O)N(CC(NC=1SC2=C(N1)C=CC(=C2)OC(F)(F)F)=O)C)(F)F